Cl.ClC1=CC=C(C=C1)NC1N(C(=NC(=N1)N)N1CCOCC1)C1=CC=C(C=C1)F N-(4-Chlorophenyl)-N1-(4-fluorophenyl)-6-morpholine-4-yl-[1,3,5]triazine-2,4-diamine hydrochloride